C(#N)N1C2(COC(C1)C2)C(=O)N(C2=CC=C(C=C2)S(F)(F)(F)(F)F)C(C(=O)NC2CCC(CC2)(F)F)C=2C=NC=C(C2)F 5-cyano-N-[2-[(4,4-difluorocyclohexyl)amino]-1-(5-fluoro-3-pyridyl)-2-oxo-ethyl]-N-[4-(pentafluoro-λ6-sulfanyl)phenyl]-2-oxa-5-azabicyclo[2.2.1]heptane-4-carboxamide